COC1=C(C=CC=C1)C1CCCC=2N=C3N(C=C(C=C3)C=3C=NC(=NC3)N3CCOCCC3)C21 4-(5-(9-(2-methoxyphenyl)-6,7,8,9-tetrahydrobenzo[4,5]imidazo[1,2-a]pyridin-2-yl)pyrimidin-2-yl)-1,4-oxaazepane